C1(=CC=CC=C1)C1=NC(=NC(=N1)C1=CC=CC=C1)C1=C(C(=C(C(=C1N1C2=C(C3=CC=CC=C13)C=CN=C2)C2=NC(=CC=C2)C)N2C1=C(C3=CC=CC=C23)C=CN=C1)N1C2=C(C3=CC=CC=C13)C=CN=C2)N2C1=C(C3=CC=CC=C23)C=CN=C1 9,9',9'',9'''-(4-(4,6-diphenyl-1,3,5-triazin-2-yl)-6-(6-methylpyridin-2-yl)benzene-1,2,3,5-tetrayl)tetrakis(9H-pyrido[3,4-b]indole)